4-ethoxyformyl-quinolone C(C)OC(=O)C1=CC(NC2=CC=CC=C12)=O